7-fluoro-2-(2-((4-(pyrimidin-2-yl)piperazin-1-yl)methyl)benzyl)imidazo[1,2-c]quinazolin-5-amine FC1=CC=CC=2C=3N(C(=NC12)N)C=C(N3)CC3=C(C=CC=C3)CN3CCN(CC3)C3=NC=CC=N3